3-(2-decyl-1,3-dioxolan-4-yl)-1-(p-tolyl)propan-1-one C(CCCCCCCCC)C1OCC(O1)CCC(=O)C1=CC=C(C=C1)C